5-(2-thienoyl)amino-3-(1,2,3,4,5,8-hexahydroindolizin-7-yl)-benzofuran S1C(=CC=C1)C(=O)NC=1C=CC2=C(C(=CO2)C2=CCN3CCCC3C2)C1